Methyl (E)-3-(7-cyclopropoxy-1-methyl-1H-benzo[d][1,2,3]triazol-5-yl)acrylate C1(CC1)OC1=CC(=CC2=C1N(N=N2)C)/C=C/C(=O)OC